OCC1N(C2=CC=C(C=C2C1)C(F)(F)F)C(=O)OC(C)(C)C tert-butyl 2-(hydroxymethyl)-5-(trifluoromethyl)indoline-1-carboxylate